P(=O)(OC(C1=C(C=C(C=C1C)C)C)=O)(OOC1=CC=CC=C1)[O-] 2,4,6-trimethylbenzoyl phenoxy phosphate